heptadecan-9-yl 7-hydroxy-8-{[2-hydroxy-6-oxo-6-(undecyloxy)hexyl](3-hydroxypropyl)amino}octanoate OC(CCCCCC(=O)OC(CCCCCCCC)CCCCCCCC)CN(CCCO)CC(CCCC(OCCCCCCCCCCC)=O)O